C(C)(C)(C)[Al](C(C)(C)C)C(C)(C)C Tri-t-butyl-aluminum